BrC1=NN2C(C(NCC2O)=O)=C1 2-bromo-7-hydroxy-6,7-dihydro-5H-pyrazolo[1,5-a]pyrazin-4-one